N-[2-(2-Fluoro-6-methylphenyl)-[1,3]thiazolo[5,4-c]pyridin-6-yl]-5-(morpholin-4-yl)-6-[(pyrrolidin-1-yl)methyl]pyridin-2-amine FC1=C(C(=CC=C1)C)C=1SC=2C=NC(=CC2N1)NC1=NC(=C(C=C1)N1CCOCC1)CN1CCCC1